ClC1=CC(=C(C=C1)[C@@H]1N(OCC1)C1=CC(=NC=N1)NC1=CC(=C(C=C1)N1CCC(CC1)N1CCN(CC1)C)OC)F (R)-6-(3-(4-chloro-2-fluorophenyl)isoxazolidin-2-yl)-N-(3-methoxy-4-(4-(4-methylpiperazine-1-yl)piperidin-1-yl)phenyl)pyrimidin-4-amine